(1-(1-indenyl)-1-cyclopentadienyl)zirconium dichloride [Cl-].[Cl-].C1(C=CC2=CC=CC=C12)C1(C=CC=C1)[Zr+2]